ClC1=CC=C(OCC(=O)N2CCN(CC2)CC2=NC3=CC=CC=C3C(N2C=2C=C(C=CC2OC(C)C)C(C(=O)N2CCOCC2)=O)=O)C=C1 1-(3-(2-((4-(2-(4-chlorophenoxy)acetyl)piperazin-1-yl)methyl)-4-oxoquinazolin-3(4H)-yl)-4-isopropoxyphenyl)-2-morpholinoethane-1,2-dione